tert-butyl (R)-3-((R)-4-(azetidin-1-yl)-2,5-dimethyl-6,7-dihydro-5H-pyrrolo[3,4-d]pyrimidine-6-carbonyl)pyrrolidine-1-carboxylate N1(CCC1)C=1C2=C(N=C(N1)C)CN([C@@H]2C)C(=O)[C@H]2CN(CC2)C(=O)OC(C)(C)C